ClC=1C=C(CNC2=NC(=NC3=CC=C(C=C23)C=2C(=NOC2C)C)C(=O)NCC=2C=NC(=CC2)C)C=CC1 4-((3-chlorobenzyl)amino)-6-(3,5-dimethylisoxazol-4-yl)-N-((6-methylpyridin-3-yl)methyl)quinazoline-2-carboxamide